NC=1N=CC(=NC1OC(C)C1=C(C(=CC=C1F)F)Cl)C1=CC=C(C(=O)NCCCN2CCCC2)C=C1 4-{5-amino-6-[1-(2-chloro-3,6-difluoro-phenyl)-ethoxy]-pyrazin-2-yl}-N-(3-pyrrolidin-1-yl-propyl)-benzamide